ethyl 1-(3-((tert-butoxycarbonyl)amino)propyl)-3-fluoro-1H-pyrrole-2-carboxylate C(C)(C)(C)OC(=O)NCCCN1C(=C(C=C1)F)C(=O)OCC